(S)-2-methyl-5-(trifluoromethyl)-4,5,6,7-tetrahydro-1H-indazole-3-carboxylic acid ethyl ester C(C)OC(=O)[C@H]1N(NC=2CCC(CC12)C(F)(F)F)C